O1C=CC2=C1C=CC(=C2)C(=O)N2CCNCC2 4-(benzofuran-5-carbonyl)piperazin